7-cyano-2-azaspiro[3.5]nonane-2-carboxylic acid tert-butyl ester C(C)(C)(C)OC(=O)N1CC2(C1)CCC(CC2)C#N